C1(=CC=CC2=CC=C3C=C4C=CC=CC4=CC3=C12)[SiH](O[SiH2]O)O 3-tetraphenyl-1,3-disiloxanediol